N'-(2-ethyl-4-hydroxy-phenyl)-4-[[[3-(hydroxymethyl)oxetan-3-yl]methyl]amino]-6-(6-methoxy-4-methyl-3-pyridyl)pyrrolo[1,2-b]pyridazine-3-carboxamidine formic acid salt C(=O)O.C(C)C1=C(C=CC(=C1)O)N=C(N)C1=C(C=2N(N=C1)C=C(C2)C=2C=NC(=CC2C)OC)NCC2(COC2)CO